N-((6-(2H-1,2,3-triazol-2-yl)pyridazin-3-yl)methyl)-1-(2,6-dimethylpyridin-3-yl)-1H-1,2,3-triazole-4-carboxamide N=1N(N=CC1)C1=CC=C(N=N1)CNC(=O)C=1N=NN(C1)C=1C(=NC(=CC1)C)C